C(C)(C)(C)OC(=O)N1CC(CC1)C(=O)N1C2CN(CC1CC2)C2=NC=C(C=N2)C(F)(F)F 3-(3-(5-(trifluoromethyl)pyrimidin-2-yl)-3,8-diazabicyclo[3.2.1]octane-8-carbonyl)pyrrolidine-1-carboxylic acid tert-butyl ester